O[C@@H]1C[C@H](N(C1)C(=O)[C@@H](C(C)C)C1=CC(=NO1)OCCCCCCCCNC(OC(C)(C)C)=O)C(NCC1=CC=C(C=C1)C1=C(N=CS1)C)=O tert-butyl N-[8-[5-[(1S)-1-[(2S,4R)-4-hydroxy-2-[[4-(4-methylthiazol-5-yl)phenyl]methylcarbamoyl]pyrrolidine-1-carbonyl]-2-methyl-propyl]isoxazol-3-yl]oxyoctyl]carbamate